(R)-N-(5-(5-cyclopropyl-1,2,4-oxadiazol-3-yl)-2,3-dihydro-1H-inden-1-yl)-1-(3-hydroxypropyl)-1H-pyrazole-4-carboxamide C1(CC1)C1=NC(=NO1)C=1C=C2CC[C@H](C2=CC1)NC(=O)C=1C=NN(C1)CCCO